NC(C)(C)C1=NC=C(C=N1)C=1C=CC2=C(C1)N1[C@H]3C4=C(C(N[C@@](C1=N2)(C3)C)=O)C=CC=C4OC(F)F (7R,14R)-11-[2-(2-aminopropan-2-yl)pyrimidin-5-yl]-1-(difluoromethoxy)-7-methyl-6,7-dihydro-7,14-methanobenzimidazo[1,2-b][2,5]benzodiazocin-5(14H)-one